CN1C(SC2=C1C=CC=C2)=CC(=O)C2=CC1=CC=CC=C1C=C2 2-(3-methyl-3H-benzothiazol-2-ylidene)-1-naphthalen-2-yl-ethanone